CN1N=C(C(=C1)C1=CC=2C3=C(C=NC2C=C1OC)N(C(N3C3=C(C=NC=C3C)F)=O)C)C 8-(1,3-Dimethyl-1H-pyrazol-4-yl)-1-(3-fluoro-5-methyl-pyridin-4-yl)-7-methoxy-3-methyl-1,3-dihydroimidazo-[4,5-c]quinolin-2-one